oxazol-5-ylmethyl (S)-(4-(1-(cyclopropanecarboxamido)ethyl)phenyl)carbamate C1(CC1)C(=O)N[C@@H](C)C1=CC=C(C=C1)NC(OCC1=CN=CO1)=O